FC1([C@H](CN(CC1)[C@H](C(=O)NC=1N=C2N(C1)[C@H](C[C@H]2O)C2=CC(=CC(=C2)F)F)C)C2=CNC(C=C2)=O)F (S)-2-((S)-4,4-difluoro-3-(6-oxo-1,6-dihydropyridin-3-yl)piperidin-1-yl)-N-((5R,7R)-5-(3,5-difluorophenyl)-7-hydroxy-6,7-dihydro-5H-pyrrolo[1,2-a]imidazol-2-yl)propanamide